tert-butyl 2-(L-phenylalanyl)-1-(((S)-2-oxopyrrolidin-3-yl)methyl)hydrazine-1-carboxylate N[C@@H](CC1=CC=CC=C1)C(=O)NN(C(=O)OC(C)(C)C)C[C@H]1C(NCC1)=O